FC1=NN2C(N=CC3=C2C2(C(C3)CC2)C)=C1 2-fluoro-8a-methyl-6a,7,8,8a-tetrahydro-6H-cyclobuta[3,4]cyclopenta[1,2-e]pyrazolo[1,5-a]pyrimidine